naphthyl(phenylnaphthyl)anthracene-d8 C1(=CC=CC2=CC=CC=C12)C1=C2C(=C(C(=C(C2=C(C=2C(=C(C(=C(C12)[2H])[2H])[2H])[2H])[2H])[2H])[2H])[2H])C1=C(C=CC2=CC=CC=C12)C1=CC=CC=C1